((3R,3'R)-3'-hydroxy-1,4-dihydro-2H-spiro[isoquinoline-3,4'-piperidin]-1'-yl)(6-methoxyimidazo[1,2-a]pyridin-2-yl)methanone O[C@@H]1CN(CC[C@@]12NCC1=CC=CC=C1C2)C(=O)C=2N=C1N(C=C(C=C1)OC)C2